O=C1N(C(CC[C@H]1N1C(C2=CC=C(C=C2C1)O[C@H]1CN(C[C@@H](C1)C)C(=O)OC(C)(C)C)=O)=O)COCC[Si](C)(C)C |&1:6| rac-tert-butyl (3R,5R)-3-((2-(2,6-dioxo-1-((2-(trimethylsilyl)ethoxy)methyl)piperidin-3-yl)-1-oxoisoindolin-5-yl)oxy)-5-methylpiperidine-1-carboxylate